CN(C1CN2C(C3=C(C2(C1)CC)SC(=C3)C3=NC(=NC=C3C(F)(F)F)NC3CCN(CC3)S(=O)(=O)C=3C=NN(C3)C)=O)C 7-(Dimethylamino)-8a-ethyl-2-(2-((1-((1-methyl-1H-pyrazol-4-yl)sulfonyl)piperidin-4-yl)amino)-5-(trifluoromethyl)pyrimidin-4-yl)-6,7,8,8a-tetrahydro-4H-thieno[2,3-a]pyrrolizin-4-one